C(=C)C12C(CC1)C=C(C=C2)C=C 3,6-divinylbenzocyclobutene